C[C@H](CC[C@H](C)C(C)C)[C@H]1CC[C@@H]2[C@@]1(CC[C@H]3[C@H]2C[C@@H]([C@@H]4[C@@]3(C[C@@H]([C@H](C4)OS(=O)(=O)[O-])OS(=O)(=O)[O-])C)OS(=O)(=O)[O-])C.[Na+].[Na+].[Na+] The molecule is an organic sodium salt that is the trisodium salt of halistanol sulfonic acid G. Isolated from the marine sponge Pseudaxinyssa digitata, it exhibits anti-HIV activity. It has a role as a metabolite, an anti-HIV-1 agent and an anti-HIV-2 agent. It contains a halistanol sulfate G(3-).